O=C1OC(C2=CC(=CC=C12)C1=CC=C(C(=O)Cl)C=C1)=O 4-(1,3-dioxo-1,3-dihydroisobenzofuran-5-yl)benzoyl chloride